BrC(=C)C(F)(F)F 2-bromo-3,3,3-trifluoropropylene